FC(C(=O)O)(F)F.BrC=1C=CC(=NC1)O[C@H]1CNCC1 |r| (±)-5-bromo-2-(pyrrolidin-3-yloxy)pyridine trifluoroacetate salt